3-(3-Hydroxy-4-methoxyphenyl)-1-[4-(morpholin-4-yl)phenyl]prop-2-en-1-one OC=1C=C(C=CC1OC)C=CC(=O)C1=CC=C(C=C1)N1CCOCC1